1-cyclopropylcyclohexane-1-ol C1(CC1)C1(CCCCC1)O